BrC1=C(C(=C(C=C1)NC(OCC1=CC=CC=C1)=O)C)F benzyl (4-bromo-3-fluoro-2-methylphenyl)carbamate